tris(di-2-pyridylamine) iron(II) perchlorate Cl(=O)(=O)(=O)[O-].[Fe+2].N1=C(C=CC=C1)NC1=NC=CC=C1.N1=C(C=CC=C1)NC1=NC=CC=C1.N1=C(C=CC=C1)NC1=NC=CC=C1.Cl(=O)(=O)(=O)[O-]